3-methylisoquinoline-6-carboxylic acid methyl ester COC(=O)C=1C=C2C=C(N=CC2=CC1)C